6-(6-phenoxy-pyridin-2-yl)-naphthalene-2-carboxylic acid methyl ester COC(=O)C1=CC2=CC=C(C=C2C=C1)C1=NC(=CC=C1)OC1=CC=CC=C1